CCOCCOCCOCCOCCCC(=O)N 3,6,9,12-tetraoxapentadecane-15-carboxamide